1-(9-ethyl-6-morpholino-8-(pyridin-4-yl)-9H-purin-2-yl)-3-phenyl-1H-pyrazole-5-carboxylic acid ethyl ester C(C)OC(=O)C1=CC(=NN1C1=NC(=C2N=C(N(C2=N1)CC)C1=CC=NC=C1)N1CCOCC1)C1=CC=CC=C1